O1CC=CC=CC=CC=CC=CC=CC=C1 oxacyclohexadecine